C(C)(=O)OC(CCC)OC(C)=O butanediol diacetate